6-Chloro-8-(6-morpholin-4-yl-pyridin-3-yl)-9-(2,2,2-trifluoro-ethyl)-9H-pyrido[3,4-b]indole ClC=1C=C2C3=C(N(C2=C(C1)C=1C=NC(=CC1)N1CCOCC1)CC(F)(F)F)C=NC=C3